1-(1-(2-(2-butoxyethoxy)ethoxy)prop-1-en-2-yl)-4-(1-propoxyprop-1-en-2-yl)benzene C(CCC)OCCOCCOC=C(C)C1=CC=C(C=C1)C(=COCCC)C